2-(2-(cyclopropanesulfonylamino)thiazol-4-yl)-N-(5-(pyrimidin-5-yl)pyridin-2-yl)acetamide C1(CC1)S(=O)(=O)NC=1SC=C(N1)CC(=O)NC1=NC=C(C=C1)C=1C=NC=NC1